3,5-bis(bromomethyl)phenyl-1,3,2-dioxaborinane BrCC=1C=C(C=C(C1)CBr)B1OCCCO1